γ-acryloxypropyl-triethoxysilane C(C=C)(=O)OCCC[Si](OCC)(OCC)OCC